N-((5-(2-((6-ethoxy-2-methylpyrido[2,3-d]pyrimidin-4-yl)thio)acetyl)thiophen-2-yl)methyl)-2-hydroxyacetamide C(C)OC1=CC2=C(N=C(N=C2SCC(=O)C2=CC=C(S2)CNC(CO)=O)C)N=C1